O=C1NC2=CC=CC=C2C(N1CC(=O)NCC1=CC=NC=C1)=O 2-(2,4-dioxo-1,4-dihydroquinazolin-3(2H)-yl)-N-(pyridin-4-ylmethyl)acetamide